(3R,6S)-6-methyl-1-(2-(pyridin-4-yl)acetyl)piperidine-3-carboxylic acid sodium salt [Na+].C[C@H]1CC[C@H](CN1C(CC1=CC=NC=C1)=O)C(=O)[O-]